NC1=NC(=C(C=2N1C(NN2)=O)C2=CC(=NC(=C2)C)C)C2=CC=CC=C2 5-amino-8-(2,6-dimethyl-4-pyridinyl)-7-phenyl-2H-[1,2,4]triazolo[4,3-c]pyrimidin-3-one